NC=1C(=NOC1C1=CC=C(C(=N1)C)NC(OC(C)(C)C)=O)C tert-butyl (6-(4-amino-3-methylisoxazol-5-yl)-2-methylpyridin-3-yl)carbamate